ClC1(OC(OC1=C)=O)C 4-chloro-4-methyl-5-methylene-1,3-dioxolan-2-one